N-(4-aminobutyl)-2-(4-cyanophenyl)-1-(p-tolyl)-1H-benzo[d]imidazole-5-carboxamide NCCCCNC(=O)C1=CC2=C(N(C(=N2)C2=CC=C(C=C2)C#N)C2=CC=C(C=C2)C)C=C1